1-Bromo-3-(4-chlorophenylethoxy)benzene BrC1=CC(=CC=C1)OCCC1=CC=C(C=C1)Cl